ls-3,5-dihydroxybenzoic acid OC=1C=C(C(=O)O)C=C(C1)O